OC1(CCN(CC1)N1C=NC=2C1=C1C(=NC2)N(C=C1)S(=O)(=O)C1=CC=C(C)C=C1)CC#N (4-hydroxy-1-(6-p-toluenesulfonylimidazo[4,5-d]pyrrolo[2,3-b]pyridin-1(6H)-yl)-piperidin-4-yl)acetonitrile